C(C)C1N(C2=CC=C(C=C2CC1)CC)S(=O)(=O)C=1C(=C(C#N)C=CC1)OCC1CCOCC1 ((2,6-diethyl-3,4-dihydroquinolin-1(2H)-yl)sulfonyl)-2-((tetrahydro-2H-pyran-4-yl)methoxy)benzonitrile